Diethylallylamin C(C)C(=CCN)CC